FC1(CCN(CCC1)C1=C(C(=O)NC=2C=C(C=CC2)[S@](=O)(C)=NC([C@@H](C)NC(OC(C)(C)C)=O)=O)C(=C(C=N1)C=1C=NN(C1)C)C)F tert-butyl ((R)-1-(((R)-(3-(2-(4,4-difluoroazepan-1-yl)-4-methyl-5-(1-methyl-1H-pyrazol-4-yl)nicotinamido)phenyl)(methyl)(oxo)-λ6-sulfaneylidene)amino)-1-oxopropan-2-yl)carbamate